[K+].CCCCCC(C)S(=O)(=O)[NH-] heptane-6-sulfonamide, potassium salt